C(CCC(=O)[O-])C/C=C\\C[C@H](/C=C/C=C/C=C\\[C@H](CCCC(=O)[O-])O)O The molecule is a leukotriene anion that is the conjugate base of 20-hydroxy-20-oxoleukotriene B4 arising from deprotonation of the carboxylic acid functions; major species at pH 7.3. It is a dicarboxylic acid dianion and a leukotriene anion. It is a conjugate base of a 20-hydroxy-20-oxoleukotriene B4.